4-(3-fluoro-4-(4-(1-methyl-1H-indazol-5-ylamino)quinolin-6-yl)benzyl)piperazin-2-one FC=1C=C(CN2CC(NCC2)=O)C=CC1C=1C=C2C(=CC=NC2=CC1)NC=1C=C2C=NN(C2=CC1)C